FC(C1=CC(=C(C=C1)C1=C2C(=C(N=N1)NC1CC(OCC1)(C)C)C=NC=C2)OC)F 1-[4-(difluoromethyl)-2-methoxyphenyl]-N-(2,2-dimethyloxan-4-yl)pyrido[3,4-d]pyridazin-4-amine